4-amino-N-(2-chloro-5,6-dihydro-4H-cyclopenta[d]thiazol-6-yl)-7-fluoro-N-methylimidazo[1,5-a]quinoxaline-8-carboxamide NC=1C=2N(C3=CC(=C(C=C3N1)F)C(=O)N(C)C1CCC=3N=C(SC31)Cl)C=NC2